ClC1=C(CC2(C[C@@H]3[C@@H](CN(C3)CC(=O)C3=NC=C(C=C3)O)C2)O)C=CC=C1 2-((3aR,5r,6aS)-5-(2-chlorobenzyl)-5-hydroxyhexahydrocyclopenta[c]pyrrol-2(1H)-yl)-1-(5-hydroxypyridin-2-yl)ethanone